C(C=C)(=O)N1CC(CCC1)C=1C=C(C=CC1)NCC1=CC=C(C=C1)NC1=NC=C(C(=N1)NC=1C=CC=C2CN(C(C12)=O)C)C(F)(F)F 7-((2-((4-(((3-(1-acryloylpiperidin-3-yl)phenyl)amino)methyl)phenyl)amino)-5-(trifluoromethyl)pyrimidin-4-yl)amino)-2-methylisoindolin-1-one